[5-(fluoromethoxy)-1,2,3,4-tetrahydro-2,6-naphthyridine-2-carbonyl]-6-methyl-N-(1-methylcyclopropyl)furo[2,3-d]pyrimidin-4-amine FCOC1=C2CCN(CC2=CC=N1)C(=O)C=1N=C(C2=C(N1)OC(=C2)C)NC2(CC2)C